(S)-2-(hydroxymethyl)morpholine-4-carboxylic acid tert-butyl ester C(C)(C)(C)OC(=O)N1C[C@H](OCC1)CO